4-[[(2R,3r,4r,5r)-3-(3,4-difluoro-2-methoxy-phenyl)-4,5-dimethyl-5-(trifluoromethyl)tetrahydrofuran-2-carbonyl]amino]-5-fluoro-pyridine-2-carboxamide FC=1C(=C(C=CC1F)[C@@H]1[C@@H](O[C@]([C@@H]1C)(C(F)(F)F)C)C(=O)NC1=CC(=NC=C1F)C(=O)N)OC